ClC1=CC2=C(C(=NO2)N2C(N3[C@H](C2)C([C@@H](C3)NS(=O)(=O)CC)(F)F)=O)C(=C1F)C1=C(C=CC=C1F)F N-{(6R,7aR)-2-[6-chloro-4-(2,6-difluorophenyl)-5-fluoro-1,2-benzoxazol-3-yl]-7,7-difluoro-3-oxohexahydro-1H-pyrrolo[1,2-c]imidazol-6-yl}ethanesulfonamide